3-(5-[(5-chlorothiophen-2-yl)methyl]amino-1-(4-methyloxane-4-carbonyl)-1H-pyrazol-3-yl)-3-methylpiperidin-2-one ClC1=CC=C(S1)CNC1=CC(=NN1C(=O)C1(CCOCC1)C)C1(C(NCCC1)=O)C